C(CC1=CC=CC=C1)C1(CN(CC1)CC1=CC=C(C=C1)NC(C)=O)C1OCCC1 N-(4-((3-phenethyl-3-(tetrahydrofuran-2-yl)pyrrolidin-1-yl)methyl)phenyl)acetamide